(E)-5-bromo-2,3-difluoro-4-methylbenzaldehyde oxime BrC=1C(=C(C(=C(/C=N/O)C1)F)F)C